5-amino-N,N'-bis(2,3-dihydroxypropyl)-2,4,6-triiodoisophthalamide NC=1C(=C(C(=C(C(=O)NCC(CO)O)C1I)I)C(=O)NCC(CO)O)I